3-[4-(2-methoxyphenyl)triazol-1-yl]piperidine-2,6-dione COC1=C(C=CC=C1)C=1N=NN(C1)C1C(NC(CC1)=O)=O